Methyl 3-(5-chloro-2H-benzotriazol-2-yl)-5-(1,1-dimethylethyl)-4-hydroxyphenylpropionate ClC1=CC=2C(=NN(N2)C=2C=C(C=C(C2O)C(C)(C)C)C(C(=O)OC)C)C=C1